3-aminopropyl-1,5-pentanediamine NCCCC(CCCCN)N